C(#C)C1=NNC=C1 3-ACETYLENYL-PYRAZOLE